CC1=C(OCCCC(C(=O)ON2C(C3=CC=CC=C3C2=O)=O)(C)C)C=C(C=C1)C 1,3-dioxoisoindol-2-yl 5-(2,5-dimethylphenoxy)-2,2-dimethylpentanoate